C[C@@]1(OC2=C(C(=C(C(=C2CC1)C)OC(=O)C1OCC[C@H](O1)C)C)C)CCC[C@@H](CCC[C@@H](CCCC(C)C)C)C [(2R)-2,5,7,8-tetramethyl-2-[(4R,8R)-4,8,12-trimethyltridecyl]chroman-6-yl](4R)-4-methyl-1,3-dioxane-2-carboxylate